tert-butyl 4-((7-fluoropyrimido[1,6-b]indazol-3-yl)amino)piperidine-1-carboxylate FC=1C=CC2=C3N(N=C2C1)C=NC(=C3)NC3CCN(CC3)C(=O)OC(C)(C)C